N-(3,4-dichlorophenyl)-6,7,8,9-tetrahydro-5H-5,8-epiminocyclohepta[c]pyridine-10-carboxamide ClC=1C=C(C=CC1Cl)NC(=O)N1C2CCC1CC=1C=NC=CC12